(7-((3-fluoro-5-methylpyridin-2-yl)oxy)-2-azaspiro[3.5]non-2-yl)((1s,3s)-3-hydroxy-3-methylcyclobutyl)methanone FC=1C(=NC=C(C1)C)OC1CCC2(CN(C2)C(=O)C2CC(C2)(C)O)CC1